5,8,11-trioxa-2-azatetradecan-14-one CNCCOCCOCCOCCC=O